10-Fluoro-3,3a,4,5,6,7-hexahydro-1H-isochromeno[4,5-cd]azepin-5-ium chloride [Cl-].FC=1C=CC2=C3C(C[NH2+]CC2)COCC13